2-(2,5-dimethyl-1H-pyrrol-1-yl)thiazolo[4,5-c]pyridine-6-carboxamide CC=1N(C(=CC1)C)C=1SC2=C(C=NC(=C2)C(=O)N)N1